COC1=CC=C(C=C1)C(C(=O)O)C 2-(4-methoxyphenyl)propionic acid